CC=1C=2N(C=C(C1)C1=C(C=C3C(=NNC3=C1)C1CN(CCC1)C1CCOCC1)C)N=CN2 8-methyl-6-(5-methyl-3-(1-(tetrahydro-2H-pyran-4-yl)piperidin-3-yl)-1H-indazol-6-yl)-[1,2,4]triazolo[1,5-a]pyridine